N-(6-(2-(((1r,4r)-4-aminocyclohexyl)amino)-8-ethylquinazolin-6-yl)-5-methoxypyridin-3-yl)-2-chlorobenzene-sulfonamide NC1CCC(CC1)NC1=NC2=C(C=C(C=C2C=N1)C1=C(C=C(C=N1)NS(=O)(=O)C1=C(C=CC=C1)Cl)OC)CC